C1(=C(C=CC=C1)C1=NC(=NC(=N1)C1=CC=CC=C1)C1=C(C=CC=C1)B(O)O)C1=CC=CC=C1 (2-(4-([1,1'-biphenyl]-2-yl)-6-phenyl-1,3,5-triazin-2-yl)phenyl)boronic acid